3-(2-{[(3S)-6,6-dimethylpiperidin-3-yl]amino}-5-(trifluoromethyl)pyrimidin-4-yl)-7-[(oxetan-3-yl)methyl]-1H,4H,5H,6H,7H,8H-pyrrolo[2,3-c]azepin-8-one CC1(CC[C@@H](CN1)NC1=NC=C(C(=N1)C1=CNC=2C(N(CCCC21)CC2COC2)=O)C(F)(F)F)C